C(#N)C=1C=CC2=CN(N=C2C1)C(CCC(=O)O)C1=C2C=CNC2=C(C=C1OC)C 4-(6-cyano-2H-indazol-2-yl)-4-(5-methoxy-7-methyl-1H-indol-4-yl)-butanoic acid